Methyl 2-[acetyl(cyclopropylmethyl)amino]-5-[5-(3-imidazol-1-ylpropylcarbamoyl)-2-pyridyl]benzoate C(C)(=O)N(C1=C(C(=O)OC)C=C(C=C1)C1=NC=C(C=C1)C(NCCCN1C=NC=C1)=O)CC1CC1